1-[(4-methoxyphenyl)methyl]-4-[2-(4,4,5,5-tetramethyl-1,3,2-dioxaborolan-2-yl)vinyl]triazole COC1=CC=C(C=C1)CN1N=NC(=C1)C=CB1OC(C(O1)(C)C)(C)C